C(C1CO1)OCCC[Si](OC(C)C)(OC(C)C)C glycidoxypropyl-methyldiisopropyloxysilane